3-[3-ethyl-5-(propan-2-yl)phenyl]-1-[(1-methyl-1H-pyrazol-4-yl)(oxan-4-yl)sulfamoyl]urea Sodium Salt [Na].C(C)C=1C=C(C=C(C1)C(C)C)NC(NS(N(C1CCOCC1)C=1C=NN(C1)C)(=O)=O)=O